isopropylidenediphenol tridecyl-phosphite C(CCCCCCCCCCCC)P(O)(O)OC1=C(C=CC=C1)C(C)(C)C1=C(C=CC=C1)O